FC1=C(OCC2=NC=CC(=N2)O[C@@H]2[C@@H](N(C2)CC2=NC3=C(N2C[C@H]2OCC2)C=C(C=C3)C(=O)O)C)C=CC(=C1)F 2-{[(2S,3S)-3-({2-[(2,4-difluorophenoxy)methyl]pyrimidin-4-yl}oxy)-2-methylazetidin-1-yl]methyl}-1-{[(2S)-oxetan-2-yl]methyl}-1H-1,3-benzodiazole-6-carboxylic acid